(3S,7S)-12-hydroxy-3-methyl-1,11-dioxo-N-(2,4,6-trifluorobenzyl)-1,4,5,6,7,11-hexahydro-3H-2,7-methanopyrido[1,2-a][1,4]diazonine-10-carboxamide OC=1C(C(=CN2C1C(N1[C@H](CCC[C@H]2C1)C)=O)C(=O)NCC1=C(C=C(C=C1F)F)F)=O